CCCCCCCCCCCCCCCCC(=O)OC[C@H](COP(=O)([O-])OCC[N+](C)(C)C)OC(=O)CCCCCCC/C=C\C/C=C\CCCCC 1-heptadecanoyl-2-(9Z,12Z-octadecadienoyl)-glycero-3-phosphocholine